CC1(OCCCC1C1=CC=CC=C1)C 2,2-dimethyl-3-phenyl-tetrahydropyran